(1-(5-bromopyrimidin-2-yl)azetidin-3-yl)methanol 6,7-dihydro-5H-1,4-oxazepine-4-carboxylate O1C=CN(CCC1)C(=O)OCC1CN(C1)C1=NC=C(C=N1)Br